3-(piperidinylsulfonyl)aniline N1(CCCCC1)S(=O)(=O)C=1C=C(N)C=CC1